N1(CCCCC1)C(=O)C1=C2C(N(C(C2=CC=C1)=O)N1CCCCC1)=O PIPERIDINE-1-CARBONYL-(PIPERIDIN-1-YL)-2,3-DIHYDRO-1H-ISOINDOLE-1,3-DIONE